C(C1=CC=CC=C1)C(C(=O)O)(C(=O)O)OC[C@H]1O[C@H]([C@@H]([C@@]1(O)C#C)O)N1C2=NC(=NC(=C2N=C1)NC1COCC1)Cl 2-benzyl-2-(((2R,3S,4R,5R)-5-(2-chloro-6-((tetrahydrofuran-3-yl)-amino)-9H-purin-9-yl)-3-ethynyl-3,4-dihydroxytetrahydrofuran-2-yl)methoxy)-malonic acid